3-((4-amino-7-((2-fluoro-6-(piperidin-4-yl)pyridin-3-yl)methyl)imidazo[2,1-f][1,2,4]triazin-2-yl)oxy)hexan-1-ol NC1=NC(=NN2C1=NC=C2CC=2C(=NC(=CC2)C2CCNCC2)F)OC(CCO)CCC